C(C)(=O)C1=C(N(C(=C1)C1CCCC1)C1=CC=C(C#N)C=C1)C 4-(3-acetyl-5-cyclopentyl-2-methyl-1H-pyrrol-1-yl)benzonitrile